N-(1-((1H-Pyrazolo[3,4-b]pyridin-5-yl)methyl)indolin-6-yl)-3-(trifluoromethyl)benzamid N1N=CC=2C1=NC=C(C2)CN2CCC1=CC=C(C=C21)NC(C2=CC(=CC=C2)C(F)(F)F)=O